C(C)(C)(C)OC(=O)NCC1CCC(CC1)N[C@@H]1C[C@H](CC1)NC1=NC=C(C(=N1)C1=CNC2=C(C(=CC=C12)C(=O)O)P(=O)(C)C)C(F)(F)F 3-(2-(((1S,3S)-3-((4-(((tert-butoxycarbonyl)amino)methyl)cyclohexyl)amino)cyclopentyl)amino)-5-(Trifluoromethyl)pyrimidin-4-yl)-7-(dimethylphosphoryl)-1H-indole-6-carboxylic acid